O=C(CC[C@H]1NC(OC1)=O)N1CC2(C1)CCN(CC2)CC2=NC=C(C=C2)C(F)(F)F (4R)-4-[3-oxo-3-[7-[[5-(trifluoromethyl)-2-pyridinyl]methyl]-2,7-diazaspiro[3.5]nonan-2-yl]propyl]oxazolidin-2-one